CC[C@H](NC1CCCCC1)C(=O)O |r| Racemic-beta-methylcyclohexylalanine